FC1=C(C=C(C(=C1)F)F)B(O)O 2,4,5-trifluoro-phenylboronic acid